C(#N)C=1C=C(C=NC1N1N=CC=N1)NC(=O)C1=C(C(=NS1)C1=C2C=CC=NC2=CC=C1)C1CC1 N-(5-CYANO-6-(2H-1,2,3-TRIAZOL-2-YL)PYRIDIN-3-YL)-4-CYCLOPROPYL-3-(QUINOLIN-5-YL)ISOTHIAZOLE-5-CARBOXAMIDE